(6-hydroxy-3-nitropyridin-2-yl)morpholin-3-one OC1=CC=C(C(=N1)N1C(COCC1)=O)[N+](=O)[O-]